CN(C)CC1(CC1)C(=O)NC=1C=C2C(=NC=NC2=CC1OC)C=1C(=NN(C1)C)C1=C(C=CC=C1)F 1-((dimethylamino)methyl)-N-(4-(3-(2-fluorophenyl)-1-methyl-1H-pyrazol-4-yl)-7-methoxyquinazolin-6-yl)cyclopropane-1-carboxamide